C=CC=CCCCCCCCC dodecadien